C1(CC1)[C@]1(C(N(C[C@H]1C)C=1C=2N(C=C(N1)C=1C=C3C(=NC1)NC=C3)N=CC2)=O)C#N (3R,4S)-3-cyclopropyl-4-methyl-2-oxo-1-[6-(1H-pyrrolo[2,3-b]pyridin-5-yl)pyrazolo[1,5-a]pyrazin-4-yl]pyrrolidine-3-carbonitrile